ClC1=CC=C(C=C1)C1NCC2=NN=C(N2C=2SC=3CC(CC3C12)C(=O)N1CCOCC1)C 9-(4-Chlorophenyl)-3-methyl-13-(morpholine-4-carbonyl)-16-thia-2,4,5,8-tetraazatetracyclo[8.6.0.02,6.011,15]hexadeca-1(10),3,5,11(15)-tetraene